BrCC=1N=CC(=NC1)NC(OC(C)(C)C)=O tert-butyl [5-(bromomethyl)pyrazin-2-yl]carbamate